CC=1N(N=C2C3=C(C(C(C12)=O)=O)C=CC=C3)S(=O)(=O)C3=CC=C(C=C3)F 3-methyl-2-(4-fluorophenylsulfonyl)-2H-benzo[g]indazole-4,5-dione